tert-butyl (R)-3-(6-(3-isopropyl-1H-pyrrolo[2,3-b]pyridin-5-yl)-2-(2-methoxyacetyl)-1,2,3,4-tetrahydroisoquinolin-8-yl)morpholine-4-carboxylate C(C)(C)C1=CNC2=NC=C(C=C21)C=2C=C1CCN(CC1=C(C2)[C@H]2N(CCOC2)C(=O)OC(C)(C)C)C(COC)=O